C(CCCCCCCC)C1=C(C=C(C=C1)C(C)C)O 2-Nonyl-5-propan-2-ylphenol